BrC=1C=C(C=CC1F)N1C(=NOC1=O)C=1C(=NON1)NCCNS(=O)(=O)NC(OC(C)(C)C)=O tert-Butyl ({[2-({4-[4-(3-bromo-4-fluorophenyl)-5-oxo-4,5-dihydro-1,2,4-oxadiazol-3-yl]-1,2,5-oxadiazol-3-yl}amino)ethyl]amino}sulfonyl)carbamate